BrC1=C(C=CC(=C1)C(C)(C)C)I 2-bromo-4-tert-butyl-iodobenzene